(3-iodo-4-methoxyphenyl)(1-(pyrimidin-2-yl)-1,4,6,7-tetrahydro-5H-[1,2,3]triazolo[4,5-c]pyridin-5-yl)methanone IC=1C=C(C=CC1OC)C(=O)N1CC2=C(CC1)N(N=N2)C2=NC=CC=N2